BrC1=CC=C2C(=N1)C(=CN2)[N+](=O)[O-] 5-Bromo-3-nitro-1H-pyrrolo[3,2-b]pyridine